5,6,7-trimethyl-1,2,3,5-tetrahydro-4H-pyrrolo[3,4-c]pyridin-4-one, hydrochloride Cl.CN1C(C2=C(C(=C1C)C)CNC2)=O